C(CCCCCCCCCCCCCCCCC)(=O)OCC(COC(CCCCCCCCCCCCCCCCC)=O)OC(N(C)C1CN(C1)C(C)C)=O 2-(((1-isopropylazetidin-3-yl)(methyl)carbamoyl)oxy)propane-1,3-diyl distearate